6-(4-(3-(8-fluoro-5-methyl-1-oxo-1,2-dihydroisoquinolin-3-yl)propyl)piperazin-1-yl)nicotinonitrile FC=1C=CC(=C2C=C(NC(C12)=O)CCCN1CCN(CC1)C1=NC=C(C#N)C=C1)C